bis-tert-butyl-diisopropyl-benzene C(C)(C)(C)C1=C(C(=C(C=C1)C(C)C)C(C)C)C(C)(C)C